Racemic-1-(4-methyl-5-(7-((4-(methylsulfonyl)phenyl)amino)-2,6-naphthyridin-1-yl)-1H-indazol-1-yl)propan-2-ol CC1=C2C=NN(C2=CC=C1C1=NC=CC2=CN=C(C=C12)NC1=CC=C(C=C1)S(=O)(=O)C)C[C@@H](C)O |r|